2-phenoxy-N-[(1r,3s)-3-{[2-(trifluoromethyl)quinolin-4-yl]amino}cyclohexyl]benzamide tert-butyl-[(6-chloro-1-oxo-2,3-dihydro-1H-pyrrolo[3,4-c]pyridin-4-yl)methyl]carbamate C(C)(C)(C)N(C(O)=O)CC1=NC(=CC2=C1CNC2=O)Cl.O(C2=CC=CC=C2)C2=C(C(=O)N[C@H]1C[C@H](CCC1)NC1=CC(=NC3=CC=CC=C13)C(F)(F)F)C=CC=C2